ClC=1C=NC(=NC1)CC=1N(N=C(C1)C(F)(F)F)C=1C=NC(=C(C1)F)Cl 5-chloro-2-[[2-(6-chloro-5-fluoro-3-pyridinyl)-5-(trifluoromethyl)pyrazol-3-yl]methyl]pyrimidine